(1r,3R,5'S,7a'R)-5'-(4-fluorophenyl)-3-[(imidazo[1,2-c]pyrimidin-5-yl)oxy]tetrahydro-3'H-spiro[cyclobutane-1,2'-pyrrolo[2,1-b][1,3]oxazol]-3'-one FC1=CC=C(C=C1)[C@@H]1CC[C@H]2OC3(C(N21)=O)CC(C3)OC3=NC=CC=2N3C=CN2